4-amino-N,3,3-trimethyl-N-((5-(trifluoromethyl)pyridin-2-yl)methyl)-1,3-dihydrofuro[3,4-c]quinoline-8-carboxamide NC1=NC=2C=CC(=CC2C2=C1C(OC2)(C)C)C(=O)N(CC2=NC=C(C=C2)C(F)(F)F)C